ClC1=NC=CC(=C1)CNC(=O)C=1NC2=CC=C(C=C2C1)C N-((2-chloropyridin-4-yl)methyl)-5-methyl-1H-indole-2-carboxamide